tert-butyl (3-(isopropylthio)phenyl)carbamate C(C)(C)SC=1C=C(C=CC1)NC(OC(C)(C)C)=O